(diphenylphosphino)propane C1(=CC=CC=C1)P(C1=CC=CC=C1)CCC